FC1=C(COC2=CC=CC=3NC(=NC32)CN3C(C(=CC=C3)NC([C@H](CC/C=C/C(=O)N(C)C)NC(=O)C=3N(C=CN3)C)=O)=O)C=CC(=C1)F (S,E)-N7-(1-((4-((2,4-Difluorobenzyl)oxy)-1H-benzo[d]imidazol-2-yl)methyl)-2-oxo-1,2-dihydropyridin-3-yl)-N1,N1-dimethyl-6-(1-methyl-1H-imidazol-2-carboxamido)hept-2-endiamid